ClC1=C(C=C2C(=CN(C2=C1)C1=CC=C(N=N1)CO)C=1C=NN(C1)C1OCCCC1)OC (6-(6-Chloro-5-methoxy-3-(1-(tetrahydro-2H-pyran-2-yl)-1H-pyrazol-4-yl)-1H-indol-1-yl)pyridazin-3-yl)methanol